4-chloro-2-(methoxymethyl)-6-(4-(4-methoxyphenoxy)piperidin-1-yl)-5-methylpyrimidine ClC1=NC(=NC(=C1C)N1CCC(CC1)OC1=CC=C(C=C1)OC)COC